i-undecane CCCCCCCCC(C)C